C(#N)C1=C(C=CC(=C1OC=1C(=C2C(N(C=NC2=CC1)C)=O)C)F)NS(=O)(=O)CCC N-(2-cyano-3-((3,5-dimethyl-4-oxo-3,4-dihydroquinazolin-6-yl)oxy)-4-fluorophenyl)propane-1-sulfonamide